(S)-4-((R)-1,1-Dimethylethylsulfonamido)-2-oxa-8-azaspiro[4.5]decane-8-carboxylic acid tert-butyl ester C(C)(C)(C)OC(=O)N1CCC2([C@@H](COC2)NS(=O)(=O)C(C)(C)C)CC1